2-oxo-2H-chromen-7-yl 2-((2,4-dinitrophenyl)thio)benzoate [N+](=O)([O-])C1=C(C=CC(=C1)[N+](=O)[O-])SC1=C(C(=O)OC2=CC=C3C=CC(OC3=C2)=O)C=CC=C1